BrC1=CC=C(C=C1)N1CCN(CC1)C=1C=NC(=CC1)C(CC(F)(F)F)OC1OCCCC1 1-(4-bromophenyl)-4-(6-(3,3,3-trifluoro-1-((tetrahydro-2H-pyran-2-yl)oxy)propyl)pyridin-3-yl)piperazine